OCCCC1=CC=C(C=C1)B(O)O (4-(3-hydroxypropyl)phenyl)boronic acid